C(CCCCCCC(=O)OC(CCCCCCCC)C)(=O)OCC(COC(CCC(CCCCCC)OC(NCCN1CCCC1)=O)=O)(COC(CCCCCCC(OC(CCCCCCCC)C)=O)=O)COC(CCCCCCC(=O)OC(CCCCCCCC)C)=O O1-[2,2-bis[[8-(1-methylnonoxy)-8-oxo-octanoyl] oxymethyl]-3-[4-(2-pyrrolidin-1-ylethylcarbamoyloxy) decanoyloxy]propyl] O8-(1-methylnonyl) octanedioate